C(#N)C1=CC(=C(C=C1)NS(=O)(=O)C1=CNC=2CC(CCC12)OCC(F)(F)F)F N-(4-cyano-2-fluorophenyl)-6-(2,2,2-trifluoroethoxy)-4,5,6,7-tetrahydro-1H-indole-3-sulfonamide